NC=1C=C(C(=NC1)C)C=1C=NC2=CC(=NC=C2C1)NCC1=CC=C(C=C1)OC 3-(5-amino-2-methylpyridin-3-yl)-N-(4-methoxybenzyl)-1,6-naphthyridin-7-amine